ClC=1C=C2C(=CNC2=CC1F)NC(=O)N1CC2=CC=C(C=C2CC1)C1=CC=C(C=C1)OC N-(5-chloro-6-fluoro-1H-indol-3-yl)-6-(4-methoxyphenyl)-3,4-dihydroisoquinoline-2(1H)-Formamide